((1s,3s)-3-Hydroxy-3-methylcyclobutyl)(6-(2-methoxybenzyl)-2-azaspiro[3.3]heptan-2-yl)methanon OC1(CC(C1)C(=O)N1CC2(C1)CC(C2)CC2=C(C=CC=C2)OC)C